[Br-].CN1CN(C2=C1C=CC=C2)CC(C)C 1-methyl-3-isobutylbenzimidazole bromide